10-bromo-3,6-difluorophenanthrene-9-carbonitrile BrC1=C(C2=CC=C(C=C2C=2C=C(C=CC12)F)F)C#N